COC1=CC=CC=C1 1-methoxy-benzene